N[C@H](C(=O)NC1=NC=CC(=C1)C[C@H]1C(N[C@@H](C1)C(F)(F)F)=O)C1CCC(CC1)C (S)-2-amino-2-((1r,4S)-4-methylcyclohexyl)-N-(4-(((3R,5S)-2-oxo-5-(trifluoromethyl)pyrrolidin-3-yl)methyl)pyridin-2-yl)acetamide